CC(COC1=NC=C(C=C1)OC1CCNCC1)(C)N 2-methyl-1-((5-(piperidin-4-yloxy)pyridin-2-yl)oxy)propan-2-amine